5-Methoxy-6'-(((1S,3S)-3-((5-methylpyrazin-2-yl)amino)cyclopentyl)amino)-2H-[1,3'-bipyridin]-2-one COC=1C=CC(N(C1)C=1C=NC(=CC1)N[C@@H]1C[C@H](CC1)NC1=NC=C(N=C1)C)=O